(2S,3R,5R)-3-((E)-(((1-(2-chloro-3,4-dihydroxybenzoyl)piperidin-4-yl)oxy)imino)methyl)-3-methyl-7-oxo-4-thia-1-azabicyclo[3.2.0]heptane-2-carboxylic acid 4,4-dioxide ClC1=C(C(=O)N2CCC(CC2)O\N=C\[C@]2([C@@H](N3C(C[C@H]3S2(=O)=O)=O)C(=O)O)C)C=CC(=C1O)O